C(C(=C)C)(=O)CCC[Si](OC)(OC)OC γ-Methacryloylpropyltrimethoxysilane